N,N,N-trimethyleth-1-yloxy-ammonium C[N+](C)(C)OCC